Z-5-decene CCCC\C=C/CCCC